C(C)OC(CNCC1=CC=C(C=C1)OC)OCC 2,2-diethoxy-N-(4-methoxybenzyl)ethan-1-amine